5-amino-4-(5-(difluoromethyl)-1H-indazol-4-yl)-[2,3'-bipyridine]-6-carboxamide NC=1C(=CC(=NC1C(=O)N)C=1C=NC=CC1)C1=C2C=NNC2=CC=C1C(F)F